8-((1-(4-nitrophenyl)piperidin-4-yl)methyl)-2,8-diazaspiro[4.5]decane [N+](=O)([O-])C1=CC=C(C=C1)N1CCC(CC1)CN1CCC2(CCNC2)CC1